Br[C@@H](C(=O)OC)CCC(=O)OC dimethyl (R)-2-bromoglutarate